[5-[[1-[(E)-2-(aminomethyl)-3-fluoro-allyl]-5-oxo-1,2,4-triazol-4-yl]methyl]-2-thienyl]-8-(trifluoromethyl)-3,4-dihydro-1H-quinolin-2-one NC/C(/CN1N=CN(C1=O)CC1=CC=C(S1)N1C(CCC2=CC=CC(=C12)C(F)(F)F)=O)=C\F